C(C1=CC=CC=C1)OC(=O)NCC1(CC1)NC(=O)[C@@H]1CC[C@H]2N1C([C@H](CCCC2)NC(OC(C)(C)C)=O)=O tert-butyl ((3S,6S,10aS)-3-((1-((((benzyloxy)carbonyl)amino)methyl)cyclopropyl)carbamoyl)-5-oxodecahydropyrrolo[1,2-a]azocin-6-yl)carbamate